NC(C(CCC(=O)OC)N1C(C2=CC=CC(=C2C1)OCC1=NC2=CC=CC=C2C=C1)=O)=O methyl 5-amino-5-oxo-4-(1-oxo-4-(quinolin-2-ylmethoxy)isoindolin-2-yl)pentanoate